C(C)OC(CCCCCCC(=O)[SiH3])(OCC)OCC TriethoxyCaprylylsilane